(2S,4R)-2-((2H-1,2,3-triazol-2-yl)methyl)-4-aminopyrrolidine-1-carboxylic acid tert-butyl ester C(C)(C)(C)OC(=O)N1[C@@H](C[C@H](C1)N)CN1N=CC=N1